4-(7-Chloro-1-methyl-2,3-dioxo-2,3-dihydropyrido[2,3-b]pyrazin-4(1H)-yl)-N-(3-Chlorophenyl)piperidine-1-carboxamide ClC1=CC2=C(N(C(C(N2C)=O)=O)C2CCN(CC2)C(=O)NC2=CC(=CC=C2)Cl)N=C1